ClC1=CC=C(C=C1)C=1N=C2N(C=CC=N2)C1C(C)N1CC2CCC(C1)N2C(=O)OC(C)(C)C tert-butyl 3-{1-[2-(4-chlorophenyl) imidazo[1,2-a]pyrimidin-3-yl] ethyl}-3,8-diazabicyclo[3.2.1]octane-8-carboxylate